[77Br]C=1C(NC(N([C@H]2[C@H](O)[C@H](O)[C@@H](CO)O2)C1)=O)=O 5-[77Br]-bromouridine